C(C)N(CC(=O)OCC(C(=O)OC1CC2C3OC3C(C1)[N+]2(C)CC)C2=CC=CC=C2)CC 7-[3-(2-Diethylamino-acetoxy)-2-phenyl-propionyloxy]-9-ethyl-9-methyl-3-oxa-9-azonia-tricyclo[3.3.1.02,4]nonane